lithium manganese dioxide nickel [Ni+2].[O-2].[O-2].[Mn+2].[Li+]